BrC=1C(=C(C=C2C=CC=NC12)F)F 8-bromo-6,7-difluoroquinoline